BrC1=CC=CC(=N1)NC(=O)[C@@H]1C[Si](CN1)(C)C (R)-N-(6-bromopyridin-2-yl)-3,3-dimethyl-1,3-azasilolidine-5-carboxamide